5-bromo-2-{[6-({1,1-difluoro-6-azaspiro[2.5]octan-6-yl}methyl)imidazo[1,2-a]pyridin-2-yl]methyl}-1,2-dihydro-2,7-naphthyridin-1-one BrC1=C2C=CN(C(C2=CN=C1)=O)CC=1N=C2N(C=C(C=C2)CN2CCC3(CC3(F)F)CC2)C1